(4-nitrophenyl) N-[3-(tert-butylsulfamoyl)-4-[2-[5-(isopropoxycarbonylamino)-3-methoxy-2-pyridyl]thiazol-5-yl]phenyl]carbamate C(C)(C)(C)NS(=O)(=O)C=1C=C(C=CC1C1=CN=C(S1)C1=NC=C(C=C1OC)NC(=O)OC(C)C)NC(OC1=CC=C(C=C1)[N+](=O)[O-])=O